1-(2-chloro-3-nitropyridin-4-yl)-4-isopropylpiperazine ClC1=NC=CC(=C1[N+](=O)[O-])N1CCN(CC1)C(C)C